C(C)(=O)O.C(C)(=O)O.C(C1=CC=CC=C1)NCCNCC1=CC=CC=C1 N,N'-dibenzyl-ethylenediamine diacetic acid